4-((1'-(4-(2,4-Dioxotetrahydropyrimidin-1(2H)-yl)phenyl)-[4,4'-bipiperidin]-1-yl)methyl)piperidine-1-carboxylic acid tert-butyl ester C(C)(C)(C)OC(=O)N1CCC(CC1)CN1CCC(CC1)C1CCN(CC1)C1=CC=C(C=C1)N1C(NC(CC1)=O)=O